Methyl-glycine isocyanate CNCC(=O)N=C=O